(S)-2-(4-(2-((tert-butyldimethylsilyl)oxy)propan-2-yl)-5-fluoro-6-(4-fluorophenyl)pyridin-2-yl)-1,1,1-trifluoro-3-(4-(8-methoxyquinolin-6-yl)-1H-1,2,3-triazol-1-yl)propan-2-ol [Si](C)(C)(C(C)(C)C)OC(C)(C)C1=CC(=NC(=C1F)C1=CC=C(C=C1)F)[C@](C(F)(F)F)(CN1N=NC(=C1)C=1C=C2C=CC=NC2=C(C1)OC)O